O=C1N(C(C2=CC=CC=C12)=O)N(C(OC(C)(C)C)=O)C1COC2=C1C=CC(=C2)C(F)(F)F tert-butyl (1,3-dioxoisoindolin-2-yl)(6-(trifluoromethyl)-2,3-dihydrobenzofuran-3-yl)carbamate